methyl 6-cyclohexyl-3-(4,4,5,5-tetramethyl-1,3,2-dioxaborolan-2-yl)picolinate C1(CCCCC1)C1=CC=C(C(=N1)C(=O)OC)B1OC(C(O1)(C)C)(C)C